methyl N-[5-[6-(6-fluoro-3,4-dihydro-2H-quinoline-1-carbonyl)imidazo[1,2-a]pyrazin-3-yl]-2-pyridyl]carbamate FC=1C=C2CCCN(C2=CC1)C(=O)C=1N=CC=2N(C1)C(=CN2)C=2C=CC(=NC2)NC(OC)=O